2-[1-(4-{7-cyclopropyl-5-[(1R)-1-methyl-1,2,3,4-tetrahydroisoquinoline-2-carbonyl]-pyrazolo[1,5-a]pyrimidin-2-yl}-3-fluorophenyl)azetidin-3-yl]acetamide C1(CC1)C1=CC(=NC=2N1N=C(C2)C2=C(C=C(C=C2)N2CC(C2)CC(=O)N)F)C(=O)N2[C@@H](C1=CC=CC=C1CC2)C